The molecule is an acyl-CoA(4-) obtained by deprotonation of the phosphate and diphosphate groups of oscr#37-CoA; major species at pH 7.3. It is a conjugate base of an oscr#37-CoA. C[C@H]1[C@@H](C[C@H]([C@@H](O1)OCCCCCCCCCCCCCCCCCC/C=C/C(=O)SCCNC(=O)CCNC(=O)[C@@H](C(C)(C)COP(=O)([O-])OP(=O)([O-])OC[C@@H]2[C@H]([C@H]([C@@H](O2)N3C=NC4=C(N=CN=C43)N)O)OP(=O)([O-])[O-])O)O)O